FC=1C=C(C=C(C1)F)[C@H](C(C)C)N1C(=NC(C(=C1O)CC1=CC=C(C=C1)C=1C(=CC(=CC1)F)C(=O)N)=O)COC(C)C 4'-({1-[(1S)-1-(3,5-difluorophenyl)-2-methylpropyl]-6-hydroxy-4-oxo-2-[(prop-2-yloxy)methyl]-1,4-dihydropyrimidin-5-yl}methyl)-4-fluoro-[1,1'-biphenyl]-2-carboxamide